4-((2S,5S)-5-((4-nitrophenoxy)methyl)-2-(trifluoromethyl)oxazolidin-3-yl)-2-(trifluoromethyl)benzonitrile [N+](=O)([O-])C1=CC=C(OC[C@@H]2CN([C@@H](O2)C(F)(F)F)C2=CC(=C(C#N)C=C2)C(F)(F)F)C=C1